ClC1=NC2=C(C(=CC=C2C=C1)C(=O)C(C#N)C#N)F 2-(2-chloro-8-fluoroquinoline-7-carbonyl)malononitrile